C1(CCCC1)C1=CC=C(C(=O)NC2=CC(=C(C=C2)O)S(=O)(=O)C)C=C1 4-cyclopentyl-N-(4-hydroxy-3-(methylsulfonyl)phenyl)benzamide